trimethyl-[2-(2-methylprop-2-enylamino)ethyl]ammonium chloride [Cl-].C[N+](CCNCC(=C)C)(C)C